C(=O)OC.C(=O)OC dimethyl diformate